C(C)OC(=O)[C@@H]1CC[C@H](CC1)CC#N trans-4-(cyanomethyl)cyclohexanecarboxylic acid ethyl ester